F[C@@H]1[C@@H]([C@]2(CN[C@@]1(C2)C)C)OC2=CC=C(N=N2)C2=C(C=C(C=C2)N2C=NC=C2)O 2-(6-(((1R,4R,5R,6S)-6-fluoro-1,4-dimethyl-2-azabicyclo[2.2.1]heptan-5-yl)oxy)pyridazin-3-yl)-5-(1H-imidazol-1-yl)phenol